OCCN(CCC(=O)O)CC(CCCC)CC N-(2-hydroxyethyl)-N-(2-ethylhexyl)beta-alanine